6-(2,5-dioxo-2,5-dihydro-1H-pyrrol-1-yl)-N-(2,5,8,11,14,17,20,23,26,29,32,35-dodecaoxaheptatriacontan-37-yl)hexanamide O=C1N(C(C=C1)=O)CCCCCC(=O)NCCOCCOCCOCCOCCOCCOCCOCCOCCOCCOCCOCCOC